2-(oxetan-3-yl)quinolin O1CC(C1)C1=NC2=CC=CC=C2C=C1